N-(2-((6-(2,6-dichloro-3,5-dimethoxyphenyl)-8-((1-methylpyrrolidin-3-yl)amino)pyrido[3,4-d]pyrimidin-2-yl)amino)-3-methylphenyl)acrylamide ClC1=C(C(=C(C=C1OC)OC)Cl)C1=CC2=C(N=C(N=C2)NC2=C(C=CC=C2C)NC(C=C)=O)C(=N1)NC1CN(CC1)C